[I-].CC1=CC=C(CC[NH3+])C=C1 4-methylphenethylammonium iodide